FC1=C(C=C(C=C1)C1=C(C=C(C=C1)CO)N1CCC(CC1)C1=C(N=CN1COCC[Si](C)(C)C)C)C (4'-fluoro-3'-methyl-2-(4-(4-methyl-1-((2-(trimethylsilyl)ethoxy)methyl)-1H-imidazol-5-yl)piperidin-1-yl)-[1,1'-biphenyl]-4-yl)methanol